C(O)CN.N1C(C=CC=C1)=O 2(1H)-pyridinone monoethanolamine salt